FC(C=1C=C(C=C(C1)C(F)(F)F)C1CCN(CC1)C(=O)C1=NNC=2CN(CCC21)C(C)=O)(F)F 1-(3-(4-(3,5-bis(trifluoromethyl)phenyl)piperidine-1-carbonyl)-4,5-dihydro-1H-pyrazolo[3,4-c]pyridin-6(7H)-yl)ethanone